O1CCC(CC1)C(N1C[C@@H]2[C@H](C1)CC(C2)NC2=CC=C(N=N2)C2=C(C=CC=C2)NC(C)=O)([2H])[2H] N-(2-(6-(((3aR,5s,6aS)-2-((tetrahydro-2H-pyran-4-yl)methyl-d2)octahydrocyclopenta[c]pyrrol-5-yl)amino)pyridazin-3-yl)phenyl)acetamide